6-(2-hydroxy-3-(4-(tetrahydrofuran-2-carbonyl)piperazin-1-yl)propoxy)-7-methoxy-3-methylisochroman-4-one OC(COC=1C=C2C(C(OCC2=CC1OC)C)=O)CN1CCN(CC1)C(=O)C1OCCC1